NC1(CCCC1)COC=1C=C(C=C(C1C#N)SC)C1=CN=C2N1C(=C(C=C2)C)C#N 3-(3-((1-Aminocyclopentyl)methoxy)-4-cyano-5-(methylthio)phenyl)-6-methylimidazo[1,2-a]pyridine-5-carbonitrile